3,6-dichloro-8-(4,4-difluoropiperidin-1-yl)pyrido[3,4-c]pyridazine ClC1=CC2=C(N=N1)C(=NC(=C2)Cl)N2CCC(CC2)(F)F